C1(=CC=CC=C1)C1=CSC2=NC(=CC=C21)C2=NC=CC=C2 3-Phenyl-6-(pyridin-2-yl)thieno[2,3-b]pyridin